(4S)-N-(3-chloro-4-fluoro-phenyl)-N-methyl-2-oxo-oxazolidine-4-carboxamide ClC=1C=C(C=CC1F)N(C(=O)[C@H]1NC(OC1)=O)C